C(C)OC([C@H](CC(C)C)NC([C@H](CCC1=NC2=C(N1C1=CC=CC=C1)C=CC(=C2)[N+](=O)[O-])NC(=O)OC(C)(C)C)=O)=O (2S)-2-[[(2S)-2-(tert-Butoxycarbonylamino)-4-(5-nitro-1-phenyl-benzoimidazol-2-yl)butanoyl]amino]-4-methyl-pentanoic acid ethyl ester